C1=C(C=CC2=CC=C(C=C12)S(=O)(=O)[O-])S(=O)(=O)[O-].[Na+].[Na+].CN(C1=CC(=C(C=C1)[N+](=O)[O-])N1CCCCC1)CCN1CCOCC1 N-methyl-N-(2-morpholinoethyl)-4-nitro-3-(piperidin-1-yl)aniline disodium 2,7-naphthalenedisulfonate